tert-Butyl 4-(3-fluoro-5-methoxyphenyl)-3,6-dihydropyridine-1(2H)-carboxylate FC=1C=C(C=C(C1)OC)C=1CCN(CC1)C(=O)OC(C)(C)C